2-methoxy-4-(4-nitro-1H-imidazol-1-yl)benzonitrile COC1=C(C#N)C=CC(=C1)N1C=NC(=C1)[N+](=O)[O-]